CN(C(OC(C)(C)C)=O)CC1=NC(=CC=C1)N1[C@H]2[C@@](C3=C1N=C(N=C3)NC3=CC=C(C=C3)N3CCCCC3)(COC(C2)(C)C)C tert-butyl methyl((6-((4bR,8aR)-4b,7,7-trimethyl-2-((4-(piperidin-1-yl)phenyl)amino)-4b,7,8,8a-tetrahydropyrano[3',4':4,5]pyrrolo[2,3-d]pyrimidin-9(5H)-yl)pyridin-2-yl)methyl)carbamate